CN1N=C2C=CC(=C(C2=C1)C)C1=CC=C(N=N1)NC1C[C@@H]2[C@@H](CN(C2)C([2H])([2H])C2CC(OC(C2)(C)C)(C)C)C1 (3aR,5s,6aS)-N-(6-(2,4-dimethyl-2H-indazol-5-yl)pyridazin-3-yl)-2-((2,2,6,6-tetramethyltetrahydro-2H-pyran-4-yl)methyl-d2)octahydrocyclopenta[c]pyrrol-5-amine